2-(3-fluorophenyl)-2-(1-oxoisoindolin-2-yl)acetamide FC=1C=C(C=CC1)C(C(=O)N)N1C(C2=CC=CC=C2C1)=O